2-Chloro-2-(4-methoxyphenyl)-N-phenylacetamide ClC(C(=O)NC1=CC=CC=C1)C1=CC=C(C=C1)OC